C[C@@H]1N(C2=CC=CC=C2[C@@H](C1)NC1=CC=C(C=N1)NC(C#CCNC(OC(C)(C)C)=O)=O)C(CC)=O |o1:1,9| tert-butyl (4-((6-(((2S*,4R*)-2-methyl-1-propionyl-1,2,3,4-tetrahydroquinolin-4-yl)amino)pyridin-3-yl)amino)-4-oxobut-2-yn-1-yl)carbamate